(1-{[3-chloro-2-(morpholin-4-yl)phenyl]amino}-2,2,2-trifluoroethyl)-N,N-dimethylbenzene-1-sulfonamide ClC=1C(=C(C=CC1)NC(C(F)(F)F)C1=C(C=CC=C1)S(=O)(=O)N(C)C)N1CCOCC1